O1C(COCC1)C(=O)Cl 1,4-dioxane-2-carbonyl chloride